2-[(5'S,7a'R)-5'-(3,5-difluorophenyl)-3-oxotetrahydro-1H,3'H-spiro[piperidine-4,2'-pyrrolo[2,1-b][1,3]-oxazole]-1-carbonyl]-pyridine-3-carbonitrile FC=1C=C(C=C(C1)F)[C@@H]1CC[C@H]2OC3(CN21)C(CN(CC3)C(=O)C3=NC=CC=C3C#N)=O